C1(=CC=CC=C1)CCNC(CC)=O N-(2-phenylethyl)-propionamide